C(C)(C)(C)C(C(=O)[O-])(C(=O)[O-])CCC.[K+].[K+] potassium 2-(tert-butyl)-2-propylmalonate